C(C)OC(CC1=C(C=CC=C1)OCC1=NN(C2=CC=C(C=C12)B1OC(C(O1)(C)C)(C)C)C(C)C)=O.C(C1=CC=CC=C1)N1C(O\C(\C1=O)=C(/C1=C(C=CC=C1)C)\C1=CC=CC=C1)=O (Z)-3-benzyl-5-(phenyl-(o-tolyl)methylene)oxazolidine-2,4-dione ethyl-2-(2-((1-isopropyl-5-(4,4,5,5-tetramethyl-1,3,2-dioxaborolan-2-yl)-1H-indazol-3-yl)methoxy)phenyl)acetate